(((1S,4S)-4-aminocyclohexyl)amino)-2-cyclopropyl-4-(trifluoromethyl)pyridazin-3(2H)-one trifluoroacetate salt FC(C(=O)O)(F)F.NC1CCC(CC1)NC1=C(C(N(N=C1)C1CC1)=O)C(F)(F)F